(S)-4-(2-(8-methoxy-2-methyl-1,2,3,4-tetrahydroisoquinolin-6-yl)-5H-pyrrolo[2,3-b]pyrazin-7-yl)-N-methyl-N-((tetrahydrofuran-3-yl)methyl)benzamide COC=1C=C(C=C2CCN(CC12)C)C=1N=C2C(=NC1)NC=C2C2=CC=C(C(=O)N(C[C@H]1COCC1)C)C=C2